3-([1,1'-biphenyl]-4-yl)-9,9-dimethyl-9H-fluoren-2-amine C1(=CC=C(C=C1)C=1C(=CC=2C(C3=CC=CC=C3C2C1)(C)C)N)C1=CC=CC=C1